CN1C(=CC=C1C)C#N 1,5-dimethyl-2-cyano-1H-pyrrole